(R)-2-((3E,7E)-4,8-dimethyl-11-(oxetan-3-ylidene)undeca-3,7-dien-1-yl)-2,5,7,8-tetramethylchroman-6-ol silver carbonate C([O-])([O-])=O.[Ag+].C\C(=C/CC[C@]1(OC2=C(C(=C(C(=C2CC1)C)O)C)C)C)\CC\C=C(\CCC=C1COC1)/C.[Ag+]